2-((2-([1,1'-biphenyl]-4-yl)-2,2-difluoroethoxy)methyl)furan C1(=CC=C(C=C1)C(COCC=1OC=CC1)(F)F)C1=CC=CC=C1